C1(CC1)C[C@@H](C(N[C@@H](C[C@H]1C(NCC1)=O)C(COC(F)(F)F)=O)=O)NC(C(=O)NC1(CC(C1)(F)F)C)=O N1-((S)-3-cyclopropyl-1-oxo-1-(((S)-3-oxo-1-((S)-2-oxopyrrolidin-3-yl)-4-(trifluoromethoxy)butan-2-yl)amino)propan-2-yl)-N2-(3,3-difluoro-1-methylcyclobutyl)-oxalamide